2,5-Bis(aminomethyl)bicyclo[2.2.1]heptane NCC1C2CC(C(C1)C2)CN